N-{[4-(1,3-thiazole-2-sulfonyl)phenyl]methyl}thieno[2,3-c]pyridine-2-carboxamide S1C(=NC=C1)S(=O)(=O)C1=CC=C(C=C1)CNC(=O)C1=CC=2C(=CN=CC2)S1